Dimethyl 4-(((2-((tert-butoxycarbonyl)(methyl)amino)ethyl)(methyl)carbamoyl)oxy)phthalate C(C)(C)(C)OC(=O)N(CCN(C(=O)OC=1C=C(C(C(=O)OC)=CC1)C(=O)OC)C)C